N-(6-amino-5-cyclopropyl-3-pyridyl)-2-[(2R,5R)-2-(1,3-benzothiazol-5-yl)-4,4-difluoro-5-methyl-1-piperidyl]-2-oxo-acetamide NC1=C(C=C(C=N1)NC(C(=O)N1[C@H](CC([C@@H](C1)C)(F)F)C=1C=CC2=C(N=CS2)C1)=O)C1CC1